(R)-2-((3-fluoro-4-((5-(3-hydroxy-2-methylpropyl)-5H-pyrrolo[3,2-d]pyrimidin-4-yl)oxy)phenyl)carbamoyl)-6-(4-fluorophenyl)pyridine 1-oxide FC=1C=C(C=CC1OC=1C2=C(N=CN1)C=CN2C[C@H](CO)C)NC(=O)C2=[N+](C(=CC=C2)C2=CC=C(C=C2)F)[O-]